N-(5-aminopyridin-2-yl)-2-hydroxyacetamide NC=1C=CC(=NC1)NC(CO)=O